N-(2-hydroxyethyl)-6-methyl-4-[(1-methylcyclopropyl)amino]furo[2,3-d]pyrimidine-5-carboxamide OCCNC(=O)C1=C(OC=2N=CN=C(C21)NC2(CC2)C)C